CN1N=CC(=C1)N1CNC(C2=C1C=NC(=C2)C2=CC=C(C=C2)C(F)(F)F)=O 1-methyl-1H-pyrazol-4-yl-6-(4-(trifluoromethyl)phenyl)-2,3-dihydropyrido[3,4-d]pyrimidin-4(1H)-one